NC1=C(C=C(C=N1)C=1C=C2N(N1)CC[C@]21CN(CC1)C(=O)NCC)C1=CC=C(C=C1)S(N)(=O)=O |r| (rac)-2'-[6-amino-5-(4-sulfamoylphenyl)pyridin-3-yl]-N-ethyl-5',6'-dihydrospiro[pyrrolidine-3,4'-pyrrolo[1,2-b]pyrazole]-1-carboxamide